N1=C2C(=CC=C1)CC(C2)NC2=NC=C(C=N2)C2=NNC(O2)=O 5-(2-((6,7-dihydro-5H-cyclopenta[b]pyridin-6-yl)amino)pyrimidin-5-yl)-1,3,4-oxadiazole-2(3H)-on